N-(3-(4'-((1r,3r)-3-(benzyloxy)cyclobutoxy)-4,5,5',6'-tetrahydro-2H-spiro[furan-3,8'-pyrano[3,4-b]pyridin]-2'-yl)-1-methyl-1H-pyrrolo[2,3-c]pyridin-5-yl)acetamide C(C1=CC=CC=C1)OC1CC(C1)OC1=C2C(=NC(=C1)C1=CN(C3=CN=C(C=C31)NC(C)=O)C)C3(OCC2)COCC3